N-(6-(2-chloro-4-methylpyridin-3-yl)benzo[d]thiazol-2-yl)-2-fluorocyclopropane-1-carboxamide ClC1=NC=CC(=C1C1=CC2=C(N=C(S2)NC(=O)C2C(C2)F)C=C1)C